C(C)(C)(C)OC(=O)N1C[C@@H](N(CC1)C=1C2=C(N=CN1)N(C=C2C2CC2)C2=CN(C(=C2)C#N)C)C (S)-4-(7-(5-cyano-1-methyl-1H-pyrrol-3-yl)-5-cyclopropyl-7H-pyrrolo[2,3-d]pyrimidin-4-yl)-3-methylpiperazine-1-carboxylic acid tert-butyl ester